P(=O)(F)(F)F.C1(=CC=CC=C1)[SH+]C1=CC=CC=C1 diphenylsulfonium trifluorophosphate